tert-butyl-(((3aR,5R,6S,6aR)-5-(iodomethyl)-2,2-dimethyl-6-(naphthalen-2-ylmethoxy)tetrahydrofuro[3,2-d][1,3]dioxol-5-yl)methoxy)diphenylsilane C(C)(C)(C)[Si](C1=CC=CC=C1)(C1=CC=CC=C1)OC[C@@]1([C@H]([C@H]2OC(O[C@H]2O1)(C)C)OCC1=CC2=CC=CC=C2C=C1)CI